N-[4-(4-methylphenoxy)phenyl]-7H-pyrrolo[2,3-d]pyrimidin-4-amine CC1=CC=C(OC2=CC=C(C=C2)NC=2C3=C(N=CN2)NC=C3)C=C1